FC1(CCN(CC1)C1=CC(=NC(=N1)N)C)F 6-(4,4-difluoropiperidin-1-yl)-4-methylpyrimidin-2-amine